1-(6,6-Dimethylbicyclo[3.1.1]hept-2-en-2-yl)pent-4-en-1-one CC1(C2CC=C(C1C2)C(CCC=C)=O)C